C(#N)CN1N=CC(=C1)NC1=NC=C(C(=N1)C1=CC(=C(OCC2(CC2)C#N)C=C1)F)C 1-((4-(2-((1-(Cyanomethyl)-1H-pyrazol-4-yl)amino)-5-methylpyrimidin-4-yl)-2-fluorophenoxy)methyl)cyclopropanecarbonitrile